ClC=1N=C(C2=CC=CC=C2C1C#N)C1=CC=CC=C1 3-chloro-1-phenylisoquinoline-4-carbonitrile